[O-2].[Mg+2].[Al+3] aluminum Magnesium Oxide